C(C1CO1)OC1=CC=C(C=C1)C(C)(C)C 4-tert-butylphenyl glycidyl ether